C1(CC1)COC=1C=C(/C=C/N2C(=CC(C=C2)=O)C)C=CC1OC (E)-1-(3-cyclopropylmethoxy-4-methoxystyryl)-2-methylpyridin-4(1H)-one